[C@H]12N(C[C@H](NC1)C2)C2=NC(=NC1=C(C(=C(C=C21)Cl)C2=CC(=CC1=CC=CC=C21)O)F)N2CC(C2)N(C)C (R or S)-4-(4-((1R,4R)-2,5-diazabicyclo[2.2.1]heptan-2-yl)-6-chloro-2-(3-(dimethylamino)azetidin-1-yl)-8-fluoro-quinazolin-7-yl)naphthalen-2-ol